4-acetyl-N-(4-cyanobenzyl)-1-ethyl-1H-pyrrole-2-carboxamide C(C)(=O)C=1C=C(N(C1)CC)C(=O)NCC1=CC=C(C=C1)C#N